ClC1=CC=CC=2N(C(NC21)=O)C2CCNCC2 4-chloro-1-(piperidin-4-yl)-2,3-dihydro-1H-1,3-benzodiazol-2-one